3-Chloro-N-(1-(5-(3-cyano-6-(6-hydroxy-6-methyl-2-azaspiro[3.3]heptan-2-yl)pyrazolo[1,5-a]pyridin-4-yl)pyridin-2-yl)-4-methylpiperidin-4-yl)picolinamide ClC=1C(=NC=CC1)C(=O)NC1(CCN(CC1)C1=NC=C(C=C1)C=1C=2N(C=C(C1)N1CC3(C1)CC(C3)(C)O)N=CC2C#N)C